4-(Cyclohexylamino)-N-methyl-3-(2-(1-(methylsulfonyl)piperidin-4-yl)-2H-tetrazol-5-yl)benzenesulfonamide C1(CCCCC1)NC1=C(C=C(C=C1)S(=O)(=O)NC)C=1N=NN(N1)C1CCN(CC1)S(=O)(=O)C